C(C)(C)(C)OC(N(CC1CNCC1)CCCO)=O.C(=O)(OC(C)(C)C)N1C[C@@H](NCC1)C (s)-4-N-Boc-2-methyl-piperazine Tert-butyl-(3-hydroxypropyl)(pyrrolidin-3-ylmethyl)carbamate